6-((2-fluoro-4-(4,4,5,5-tetramethyl-1,3,2-dioxaborolan-2-yl)phenyl)imino)-2-oxo-6λ6-thiaspiro[3.3]heptane-6-oxide FC1=C(C=CC(=C1)B1OC(C(O1)(C)C)(C)C)N=S1(CC2(CC(C2)=O)C1)=O